(1-phenylimidazo[1,5-a]pyridin-3-yl)(2-(trifluoromethyl)phenyl)methanone C1(=CC=CC=C1)C=1N=C(N2C1C=CC=C2)C(=O)C2=C(C=CC=C2)C(F)(F)F